4-(2,5-Diazabicyclo[2.2.2]octan-2-yl)-7-(3-chloro-5-hydroxy-2-(trifluoromethyl)phenyl)-2-(((S)-1-methylpyrrolidin-2-yl)methoxy-d2)-6-(trifluoromethyl)pyrido[3,4-d]pyrimidin-8(7H)-one C12N(CC(NC1)CC2)C=2C1=C(N=C(N2)OC([2H])([2H])[C@H]2N(CCC2)C)C(N(C(=C1)C(F)(F)F)C1=C(C(=CC(=C1)O)Cl)C(F)(F)F)=O